[2H]C1=C(C(=C(C(=C1C2=C(C(=O)C3=C(C=C(C=C3O2)O)O)O)[2H])O)O)[2H] quercetin-d3